(2Z)-2-[(5Z)-5-[(3,5-dimethyl-1H-pyrrol-2-yl)methylene]-4-methoxypyrrol-2-ylidene]indole CC1=C(NC(=C1)C)\C=C/1\C(=C/C(/N1)=C\1/N=C2C=CC=CC2=C1)OC